C=C(CCN1CCN(CC1)CCC(C(C=C)=C)=C)C(C=C)=C N,N'-bis(3,4-dimethylenehex-5-en-1-yl)piperazine